ClC1=C(C=NC2=CC=C(C=C12)Cl)S(=O)(=O)N1CCOCC1 4-[(4,6-dichloro-3-quinolyl)sulfonyl]morpholine